1-(3-Amino-4-(piperazin-1-yl)benzyl)-3,4-dichloro-5-hydroxy-1,5-dihydro-2H-pyrrol-2-one NC=1C=C(CN2C(C(=C(C2O)Cl)Cl)=O)C=CC1N1CCNCC1